C(C)OC(CCCCCC(=O)O)=O.BrCCCCCC(=O)OCC ethyl 6-bromocaproate monoethyl-pimelate